C(C1=CC=CC=C1)C1(N(C(=C(C=C1F)F)N)CC1=CC=CC=C1)N dibenzyl-3,5-difluoro-2,6-diaminopyridine